N(=[N+]=[N-])C=1C=CC(=C(C1)CO)OC(F)(F)F (5-azido-2-trifluoromethoxy-phenyl)-methanol